N-(2,6-dimethylphenyl)-2-(3-phenylpiperidin-1-yl)acetamide CC1=C(C(=CC=C1)C)NC(CN1CC(CCC1)C1=CC=CC=C1)=O